NC=1C(=NC=2CCN(CC2C1)C(=O)OC(C)(C)C)C tert-Butyl 3-amino-2-methyl-7,8-dihydro-1,6-naphthyridine-6(5H)-carboxylate